(1R,2S,5S)-tert-butyl 2-(((S)-1-amino-1-oxo-3-((S)-2-oxopyrrolidin-3-yl)propan-2-yl)carbamoyl)-6,6-dimethyl-3-azabicyclo[3.1.0]hexane-3-carboxylate NC([C@H](C[C@H]1C(NCC1)=O)NC(=O)[C@@H]1[C@H]2C([C@H]2CN1C(=O)OC(C)(C)C)(C)C)=O